2-hydroxy-4'-(2-hydroxyethoxy)-2-methylbenzophenone OC1(C(C(=O)C2=CC=C(C=C2)OCCO)C=CC=C1)C